(R)-N-(3-(3'-chloro-6-methoxy-5-((((5-oxopyrrolidin-2-yl)methyl)amino)methyl)-[2,4'-bipyridin]-2'-yl)-2-methylphenyl)-5-(((2-hydroxyethyl)amino)methyl)-3-methoxypicolinamide ClC=1C(=NC=CC1C1=NC(=C(C=C1)CNC[C@@H]1NC(CC1)=O)OC)C=1C(=C(C=CC1)NC(C1=NC=C(C=C1OC)CNCCO)=O)C